3-(quinoline-6-yl)propanal N1=CC=CC2=CC(=CC=C12)CCC=O